3-hydrazino-benzonitrile hydrochloride salt Cl.N(N)C=1C=C(C#N)C=CC1